CC1=CC=C(C=C1)C(=COCCC1=CC=CC=C1)C 1-methyl-4-(1-phenethoxyprop-1-en-2-yl)benzene